COC1=NC=CC(=C1C(NC1=CC=C(C=C1)N1CCN(CC1)C)=O)NC(OC(C)(C)C)=O tert-Butyl (2-methoxy-3-((4-(4-methylpiperazin-1-yl)phenyl)carbamoyl)pyridin-4-yl)carbamate